BrC=1C=C(C=CC1)C(=C)C=1C(=NC=CC1)NC1=CC(C(C(C1)(C)C)F)=O 3-[[3-[1-(3-bromophenyl)vinyl]-2-pyridyl]amino]-6-fluoro-5,5-dimethyl-cyclohex-2-en-1-one